(E)-cyclooct-2-ene C1\C=C\CCCCC1